O[C@H]1[C@H](C[C@@H]2C(C[C@H]3[C@@H]4CC[C@H]([C@@H](CCCC(C)C)C)[C@]4(CC[C@@H]3[C@]2(C1)C)C)=O)O 2a,3a-dihydroxy-5a-cholestan-6-one